C1(=CC=CC2=CC=CC=C12)C1=C2C=CC=CC2=C(C2=CC=CC=C12)C=1C=C2C3(C4=C(C=NC=C4)C2=CC1)C1=CC=CC=C1C1=CC2=C(C4=C(S2)C=CC=C4)C=C13 7'-(10-(naphthalen-1-yl)anthracen-9-yl)spiro[benzo[b]fluoreno[2,3-d]thiophene-11,5'-indeno[1,2-c]pyridine]